O=C1NC(CCC1N1C(C2=CC=C(C=C2C1=O)N1CC2(CC(C2)N2CCN(CC2)C=2C=C(C=CC2)S(=O)(=O)NC2=NOC3=C2C(=CC(=C3)CN3N=CC=C3)OC)CC1)=O)=O 3-[4-[6-[2-(2,6-Dioxopiperidin-3-yl)-1,3-dioxoisoindol-5-yl]-6-azaspiro[3.4]octan-2-yl]piperazin-1-yl]-N-[4-methoxy-6-(pyrazol-1-ylmethyl)-1,2-benzoxazol-3-yl]benzene-sulfonamide